C(OCCC12CC3CC(CC(C1)C3)C2)(OCCCCCN(CCO)CCCCCCCC(OCCCC\C=C/CC)OCCCC\C=C/CC)=O 2-((3r,5r,7r)-adamantan-1-yl)ethyl (5-((8,8-bis(((Z)-oct-5-en-1-yl)oxy)octyl)(2-hydroxyethyl)amino)pentyl) Carbonate